NC=1C=C(C=C(C1N)N1CCC(CC1)(F)F)NC(C1=C(C=C(C=C1)S(=O)(=O)C)N1CCC2(CC2)CC1)=O N-(3,4-diamino-5-(4,4-difluoropiperidin-1-yl)phenyl)-4-(methylsulfonyl)-2-(6-azaspiro[2.5]octan-6-yl)benzamide